(R)-N-(5-bromo-2-(3-(dimethylamino)pyrrolidin-1-yl)-4-fluorophenyl)-4-(trifluoromethyl)-6-(2-(trimethylsilyl)ethoxy)nicotinamide BrC=1C(=CC(=C(C1)NC(C1=CN=C(C=C1C(F)(F)F)OCC[Si](C)(C)C)=O)N1C[C@@H](CC1)N(C)C)F